1-(3-(methylcarbamoyl)-7-(trifluoromethyl)thieno[3,2-b]pyridin-5-yl)piperidin-4-yl-1-methyl-1,6-diazaspiro[3.3]heptane-6-carboxylic acid CNC(=O)C1=CSC=2C1=NC(=CC2C(F)(F)F)N2CCC(CC2)C2N(C1(C2)CN(C1)C(=O)O)C